FC1=C(C=CC(=C1)O)C=1C2CC(C(C1C1=C(C=C(C=C1)O)F)O2)S(=O)(=O)N(C2=CC=C(C=C2)OC)CCC(C)C 5,6-bis(2-fluoro-4-hydroxyphenyl)-N-isopentyl-N-(4-methoxyphenyl)-7-oxabicyclo[2.2.1]hept-5-ene-2-sulfonamide